4-((methylamino)methyl)benzenesulfonamide CNCC1=CC=C(C=C1)S(=O)(=O)N